C(C(=O)N)(=O)O.C1(=CC=CC=C1)NC(NC1=CC=CC=C1)=N diphenylguanidine oxamate